C(C1=CC=CC=C1)OC(=O)NC=1C(=C(C=CC1)[C@]1(N/C(/N(C(C1)=O)C1C[C@@H]2CC[C@H](C1)O2)=N\C(OC(C)(C)C)=O)C)Cl |&1:26,29| tert-Butyl (NE)-N-{(4S)-4-[3-(benzyloxycarbonylamino)-2-chlorophenyl]-4-methyl-1-[(1SR,5RS)-8-oxabicyclo[3.2.1]octan-3-yl]-6-oxohexahydropyrimidin-2-ylidene}-carbamate